C(C1=CC=CC=C1)N1CC2(CN(C2)C(=O)[C@@H]2C(C2)(C)C)C(C1)C(=O)[O-] 6-benzyl-2-((S)-2,2-dimethylcyclopropane-1-carbonyl)-2,6-diazaspiro[3.4]octane-8-carboxylate